(Z)-2-(5-bromo-1H-indol-3-yl)-3-(4-(pyridin-2-ylsulfanyl)pyridin-3-yl)acrylonitrile BrC=1C=C2C(=CNC2=CC1)/C(/C#N)=C/C=1C=NC=CC1SC1=NC=CC=C1